NC=1C2=C(N=C(N1)Cl)N(C=C2)CC(=O)O 2-(4-amino-2-chloro-7H-pyrrolo[2,3-d]pyrimidin-7-yl)acetic acid